COC([C@H](CC1=CC(=C(C=C1)[N+](=O)[O-])OS(=O)(=O)C(F)(F)F)N)=O (S)-methyl-2-amino-3-(4-nitro-3-(((trifluoromethyl)sulfonyl)oxy)phenyl)propanoate